NC1=C(C=C(C=N1)C=1C=NC(=CC1)F)C(=O)N[C@@H]1[C@H](CCC1)OCC1=CC=C(C=C1)C=1C=C2C(C[C@H](C2=CC1)N1CCN(CC1)CCO)(C)C 6-amino-6'-fluoro-N-{(1S,2S)-2-[(4-{(1R)-1-[4-(2-hydroxyethyl)piperazin-1-yl]-3,3-dimethyl-2,3-dihydro-1H-inden-5-yl}phenyl)methoxy]cyclopentyl}[3,3'-bipyridine]-5-carboxamide